2,6-difluoro-N-(2-fluoro-4-methyl-3-(2-(methylamino)-8,9-dihydroimidazo[1',2':1,6]pyrido[2,3-d]pyrimidin-6-yl)phenyl)benzenesulfonamide FC1=C(C(=CC=C1)F)S(=O)(=O)NC1=C(C(=C(C=C1)C)C1=CC2=C(N=C(N=C2)NC)N2C1=NCC2)F